(5-fluoro-2-hydroxyphenyl)-5-(tetrahydro-2H-pyran-4-yl)-4-(4-(trifluoromethyl)phenyl)-4,5-dihydro-6H-pyrrolo[3,4-d]isoxazol-6-one FC=1C=CC(=C(C1)C1=NOC2=C1C(N(C2=O)C2CCOCC2)C2=CC=C(C=C2)C(F)(F)F)O